FC=1C=C2CC[C@@H](OC2=CC1)C(=O)OC |r| racemic-methyl 6-fluoro-chromane-2-carboxylate